N,N-bis(1,1'-biphenyl-4-yl)-9,9'-Spirobi[9H-fluorene]-4-amine C1(=CC=C(C=C1)N(C1=CC=CC=2C3(C4=CC=CC=C4C12)C1=CC=CC=C1C=1C=CC=CC13)C1=CC=C(C=C1)C1=CC=CC=C1)C1=CC=CC=C1